OC1=C(C=2CCN(CC2C=C1)C(=O)C=1C=NC=CC1)C=O 6-hydroxy-2-(pyridine-3-carbonyl)-1,2,3,4-tetrahydro-isoquinoline-5-carbaldehyde